ClC1=C(C=C(C=C1)S(=O)(=O)NC=1C(=NC=C(C1)C)OC=1C=CC=NC1)C(F)(F)F 5-((3-((4-chloro-3-(trifluoromethyl)phenyl)sulfonamido)-5-methylpyridin-2-yl)oxy)pyridin